tert-butyl (S)-4-(3-adamantan-1-yl-1,2,4-oxadiazol-5-yl)-4-aminobutylcarbamate C12(CC3CC(CC(C1)C3)C2)C2=NOC(=N2)[C@H](CCCNC(OC(C)(C)C)=O)N